O=C1N(C(CC1)=O)[C@@]1([C@@](C1)(C1=CC=CC=C1)C)C(=O)N 2,5-dioxopyrrolidin-1-yl-(1S,2S)-2-methyl-2-phenylcyclopropane-1-carboxamide